C1(CC1)OC1=C(C=C(C=N1)CNC(OC(C)(C)C)=O)F tert-Butyl ((6-cyclopropoxy-5-fluoropyridin-3-yl)methyl)carbamate